6-bromohexyl 4,4-bis((3,7-dimethyloct-6-en-1-yl)thio)butanoate CC(CCSC(CCC(=O)OCCCCCCBr)SCCC(CCC=C(C)C)C)CCC=C(C)C